CN1CC2NC(CC1=O)C2 3-methyl-3,7-diazabicyclo[4.1.1]octan-4-one